N-(4-(hydroxymethyl)phenyl)acrylamide 2-amino-4-oxo-5-(4-(trifluoromethyl)phenyl-2,3,5,6-d4)-4,5-dihydrofuran-3-yl-5-d-phenylmethanesulfonate NC=1OC(C(C1C(S(=O)(=O)O)C1=CC=CC=C1)=O)([2H])C1=C(C(=C(C(=C1[2H])[2H])C(F)(F)F)[2H])[2H].OCC1=CC=C(C=C1)NC(C=C)=O